(R)-N-((3-CHLORO-5-CYANO-4-(((R)-4-(3-CYCLOPROPOXYAZETIDIN-1-YL)-1-((4-FLUOROPHENYL)THIO)BUTAN-2-YL)AMINO)PHENYL)SULFONYL)-2-METHYLTETRAHYDRO-2H-PYRAN-2-CARBOXAMIDE ClC=1C=C(C=C(C1N[C@@H](CSC1=CC=C(C=C1)F)CCN1CC(C1)OC1CC1)C#N)S(=O)(=O)NC(=O)[C@@]1(OCCCC1)C